F[C@@H]1[C@@H]([C@@H](N(C1)C(=O)C1OCC1)CC=1C(=C(C=CC1)C1=C(C=CC(=C1)F)F)F)NS(=O)(=O)C1CC1 N-{(2S,3R,4S)-4-fluoro-1-(oxetane-2-carbonyl)-2-[(2,2',5'-trifluoro[1,1'-biphenyl]-3-yl)methyl]pyrrolidin-3-yl}cyclopropanesulfonamide